(S)-N-(4-(4-(3-aminopiperidin-1-yl)-4-oxobutyl)-1-phenyl-1H-imidazol-2-yl)-3-(1-methyl-1H-pyrazol-4-yl)benzamide N[C@@H]1CN(CCC1)C(CCCC=1N=C(N(C1)C1=CC=CC=C1)NC(C1=CC(=CC=C1)C=1C=NN(C1)C)=O)=O